C(C)(C)C1=C(C(=CC(=C1)C(C)C)C(C)C)S(=O)(=O)OC1=NC(=NC2=CC3=C(C=C12)N(CC3)C3CCC(CC3)NC(=O)OC(C)(C)C)C 2-methyl-6-[4-(tert-butoxycarbonylamino) cyclohexyl]-7,8-dihydro-6H-pyrrolo[2,3-g]quinazolin-4-yl 2,4,6-triisopropylbenzenesulfonate